C(C1=CC=CC=C1)OC1=C2C3=C(NC2=CC=C1)C=NC(=C3COC)C(=O)O 5-(benzyloxy)-4-(methoxymethyl)-9H-pyrido[3,4-b]indole-3-carboxylic acid